(2S,3R)-3-((2-aminopyridin-4-yl)methyl)-N2-(1-methyl-1H-pyrazol-4-yl)-N1-((R)-1-(2,4-difluoro-3-methylphenyl)propyl)-N2-methyl-4-oxoazetidine-1,2-dicarboxamide NC1=NC=CC(=C1)C[C@@H]1[C@H](N(C1=O)C(=O)N[C@H](CC)C1=C(C(=C(C=C1)F)C)F)C(=O)N(C)C=1C=NN(C1)C